8-(2-(1-acryloylazetidin-3-yl)ethyl)pyrido[2,3-d]pyrimidin-7(8H)-one C(C=C)(=O)N1CC(C1)CCN1C(C=CC2=C1N=CN=C2)=O